1-(6-(2,6-dioxopiperidin-3-yl)-5-oxo-6,7-dihydro-5H-pyrrolo[3,4-b]pyridin-2-yl)piperidine O=C1NC(CCC1N1CC2=NC(=CC=C2C1=O)N1CCCCC1)=O